ClC1=C(C=CC(=C1)N1C[C@H](CC1)N(C)C)NC1=NC=C(C(=N1)C=1SC=C(C1)S(=O)(=O)C)C(F)(F)F (S)-N-(2-chloro-4-(3-(dimethylamino)pyrrolidin-1-yl)phenyl)-4-(4-(methylsulfonyl)thiophen-2-yl)-5-(trifluoromethyl)pyrimidin-2-amine